(R)-2-methyl-N-(1-(2-(1-methyl-1H-pyrazol-3-yl)quinolin-4-yl)ethyl)-5-(4-methylpiperazin-1-yl)benzamide CC1=C(C(=O)N[C@H](C)C2=CC(=NC3=CC=CC=C23)C2=NN(C=C2)C)C=C(C=C1)N1CCN(CC1)C